1-(4-(6-chloro-7-(2-fluoro-6-hydroxyphenyl)-8-methoxyimidazo[1,2-a]pyridin-3-yl)piperazin-1-yl)prop-2-en-1-one ClC=1C(=C(C=2N(C1)C(=CN2)N2CCN(CC2)C(C=C)=O)OC)C2=C(C=CC=C2O)F